4,6-dichloro-5-(2-methylsulfonylethyl)pyrimidin-2-amine ClC1=NC(=NC(=C1CCS(=O)(=O)C)Cl)N